OC1=C(C=C(C=C1)/C=C/C(=O)C1=CC=C(C=C1)C(\C=C\C1=CC(=C(C=C1)O)OC)=O)OC (E)-3-(4-Hydroxy-3-methoxyphenyl)-1-[4-[(E)-3-(4-hydroxy-3-methoxyphenyl)prop-2-enoyl]phenyl]prop-2-en-1-one